(S)-2-((((1r,4r)-4-phenylcyclohexyl)oxy)methyl)-3-(1H-pyrazol-5-yl)piperidine-1-carboxamide C1(=CC=CC=C1)C1CCC(CC1)OC[C@H]1N(CCCC1C1=CC=NN1)C(=O)N